(rac)-((1s,3s)-3-Hydroxy-3-methylcyclobutyl)(6-(4-(trifluoromethoxy)benzyl)-2-azaspiro[3.4]octan-2-yl)methanon OC1(CC(C1)C(=O)N1CC2(C1)C[C@H](CC2)CC2=CC=C(C=C2)OC(F)(F)F)C |r|